COC=1C(=CC(=NC1)C)C1=C(C=NC(=C1)C)C(=O)NC=1SC=2N=C(N=CC2N1)N1CCOCC1 5'-methoxy-2',6-dimethyl-N-[5-(morpholin-4-yl)-[1,3]thiazolo[5,4-d]pyrimidin-2-yl]-[4,4'-bipyridine]-3-carboxamide